FC(C1=NN=C(O1)C1=CC=C(CN(S(=O)(=O)CCN2[C@H](CCC2)CO)C2=CC=CC=C2)C=C1)F (R)-N-(4-(5-(difluoromethyl)-1,3,4-oxadiazol-2-yl)benzyl)-2-(2-(hydroxymethyl)pyrrolidin-1-yl)-N-phenylethane-1-sulfonamide